C(C)(C)(C)OC(=O)N1CCN(CC1)CCCN(C)C=1C=C2C(=CC=NC2=CC1)C(NCC(=O)N1[C@@H](CCC1)C#N)=O (S)-4-(3-((4-((2-(2-cyanopyrrolidin-1-yl)-2-oxoethyl)carbamoyl)quinolin-6-yl)(methyl)amino)propyl)piperazine-1-carboxylic acid tert-butyl ester